(3S,8R,9S,10S,13R,14S,17R)-10,13-dimethyl-17-((R)-6-methylheptan-2-yl)hexadecahydro-1H-cyclopenta[a]phenanthren-3-yl (2-(dimethylamino)ethyl)carbamate CN(CCNC(O[C@H]1CC[C@@]2([C@H]3CC[C@@]4([C@H](CC[C@H]4[C@@H]3CCC2C1)[C@H](C)CCCC(C)C)C)C)=O)C